C(C)(C)NC=1C(C(C1NCC1=NC=C(C=C1)C1=NOC(=N1)C(F)(F)F)=O)=O 3-(isopropylamino)-4-(((5-(5-(trifluoromethyl)-1,2,4-oxadiazol-3-yl)pyridin-2-yl)methyl)amino)cyclobut-3-ene-1,2-dione